N6-((allyloxy)carbonyl)-N2-(1-(ethoxycarbonyl)cyclobutane-1-carbonyl)-L-lysine C(C=C)OC(=O)NCCCC[C@H](NC(=O)C1(CCC1)C(=O)OCC)C(=O)O